amino-2-(hydroxymethyl)-6-methoxytetrahydro-2H-pyran NC1(OC(CCC1)OC)CO